OCCCCCCCC1=NC=2N(C(N(C(C2N1)=O)C)=O)C 8-(7-hydroxyheptyl)-1,3-dimethyl-3,7-dihydro-1H-purine-2,6-dione